C[N+](C)(C)CCOC(=O)CCC(=O)OCC[N+](C)(C)C.[Cl-].[Cl-] SUCCINYLCHOLINE CHLORIDE